[N-](S(=O)(=O)C(F)(F)F)S(=O)(=O)C(F)(F)F.C(C1=CC=CC=C1)N1C=[N+](C=C1)C 1-benzyl-3-methylimidazolium bis(trifluoromethanesulfonyl)imide salt